Cl.ClC1=CC(=C(C=C1)C1(OC2=C(O1)C=CC=C2C2[C@@H]1CNC[C@H]21)C)F (1R,5S,6s)-6-(2-(4-chloro-2-fluorophenyl)-2-methylbenzo[d][1,3]dioxol-4-yl)-3-azabicyclo[3.1.0]hexane hydrochloride